COC1=C(C=CC(=C1)C1=NC=CC=C1)C1=CN=C(O1)[C@H](CCCCCC(CC)=O)NC(=O)C1=NOC2(C1)CCN(CC2)C (S)-N-(1-(5-(2-methoxy-4-(pyridin-2-yl)phenyl)oxazol-2-yl)-7-oxononyl)-8-methyl-1-oxa-2,8-diazaspiro[4.5]dec-2-ene-3-carboxamide